[Si].[Al].[Ce].C1(CCCC1)NC(C1=CC(=NC=C1)NC=1SC=C(N1)C1=NC=CC=C1)=O N-cyclopentyl-2-(4-(pyridin-2-yl)thiazol-2-ylamino)isonicotinamide cerium-aluminum-silicon